1-((S)-2-(3-((2-((3S,4R)-3-fluoro-4-methoxypiperidin-1-yl)pyrimidin-4-yl)amino)-8-(3-(2-(isopropylsulfonyl)propan-2-yl)azetidin-1-yl)isoquinolin-5-yl)pyrrolidin-1-yl)prop-2-en-1-one F[C@H]1CN(CC[C@H]1OC)C1=NC=CC(=N1)NC=1N=CC2=C(C=CC(=C2C1)[C@H]1N(CCC1)C(C=C)=O)N1CC(C1)C(C)(C)S(=O)(=O)C(C)C